C(C)(C)(C)C1=CC=C(C=C1)N(C1=CC(=C(C(=C1)Cl)C)Cl)C1=CC=C(C=C1)C(C)(C)C N,N-bis(4-(tert-butyl)phenyl)-3,5-dichloro-4-methylaniline